C1(CC1)C=1N=CN(C1C1=C(C=CC(=C1)Cl)Cl)CC1=CC2=C(N(C(N2C)=O)C)C=C1 5-[[4-cyclopropyl-5-(2,5-dichlorophenyl)imidazol-1-yl]methyl]-1,3-dimethyl-benzimidazol-2-one